CN[C@@H](C(C1=CC(=CC=C1)C)(C)C)C(=O)N[C@@H](C(C)(C)C)C(=O)N(C)[C@@H](C(C)C)\C=C(/C)\C(=O)O N,β,β,3-Tetramethyl-L-phenylalanyl-N-[(3S,4E)-5-carboxy-2-methylhex-4-en-3-yl]-N,3-dimethyl-L-valinamide